3,3-dimethyl-1-(2-(piperazin-1-yl)-6,7-dihydrothiazolo[5,4-c]pyridin-5(4H)-yl)butan-1-one CC(CC(=O)N1CC2=C(CC1)N=C(S2)N2CCNCC2)(C)C